1-(2-(4,4-difluoropiperidin-1-yl)-6-methoxy-7-(3-(pyrrolidin-1-yl)propoxy)quinazolin-4-yl)piperidin-2-ol FC1(CCN(CC1)C1=NC2=CC(=C(C=C2C(=N1)N1C(CCCC1)O)OC)OCCCN1CCCC1)F